ClC=1C=C(CN2C(N(C3=CC=C(C=C3C2=O)OC(CF)CF)C2CCN(CC2)C=O)=O)C=CC1OC 4-[3-(3-chloro-4-methoxybenzyl)-6-[2-fluoro-1-(fluoromethyl)ethoxy]-2,4-dioxo-3,4-dihydroquinazolin-1(2H)-yl]piperidine-1-carbaldehyde